ethyl 6-(5-cyanopyridin-2-yl)-4-hydroxy-1-(2-morpholinoethyl)-2-oxo-1,2-dihydro-1,8-naphthyridine-3-carboxylate C(#N)C=1C=CC(=NC1)C=1C=C2C(=C(C(N(C2=NC1)CCN1CCOCC1)=O)C(=O)OCC)O